(R)-N-(5-(difluoromethoxy)-1H-pyrazol-3-yl)-1-(1-(tetrahydro-2H-pyran-4-yl)-2-((triisopropylsilyl)oxy)ethyl)-1H-pyrazolo[3,4-b]pyrazin-6-amine FC(OC1=CC(=NN1)NC1=CN=C2C(=N1)N(N=C2)[C@@H](CO[Si](C(C)C)(C(C)C)C(C)C)C2CCOCC2)F